(2S,4r)-1-[(2S)-3,3-dimethyl-2-[4-(1-methylsulfonyl-4-piperidinyl)triazol-1-yl]butanoyl]-4-hydroxy-N-methyl-pyrrolidine-2-carboxamide CC([C@@H](C(=O)N1[C@@H](C[C@H](C1)O)C(=O)NC)N1N=NC(=C1)C1CCN(CC1)S(=O)(=O)C)(C)C